ClC=1C(=NC(=NC1)N1CCC(CC1)C1CN(CCC1)C(=O)OC(C)(C)C)N[C@H](C)C1=C(C=C(C=C1)Cl)Cl tert-butyl 1'-(5-chloro-4-(((R)-1-(2,4-dichlorophenyl)ethyl)amino)pyrimidin-2-yl)-[3,4'-bipiperidine]-1-carboxylate